sodium thiosulfate salt S(=S)(=O)([O-])[O-].[Na+].[Na+]